1-(4-(4-Amino-1-isopropyl-1H-pyrazolo[3,4-d]pyrimidin-3-yl)phenyl)-3-(3-(perfluoropropyl)phenyl)urea 2,2,2-trifluoroacetate FC(C(=O)O)(F)F.NC1=C2C(=NC=N1)N(N=C2C2=CC=C(C=C2)NC(=O)NC2=CC(=CC=C2)C(C(C(F)(F)F)(F)F)(F)F)C(C)C